2-cyclobutoxy-6-((trimethylsilyl)ethynyl)pyridine C1(CCC1)OC1=NC(=CC=C1)C#C[Si](C)(C)C